3-methylimidazo[1,2-a]pyridin-7-ol CC1=CN=C2N1C=CC(=C2)O